(2S,4r)-4-hydroxy-1-[(2S)-2-[4-[5-[(2-methoxypyrimidin-4-yl)-methyl-amino]-2-methyl-phenyl]triazol-1-yl]-3,3-dimethyl-butyryl]-N-methyl-pyrrolidine-2-carboxamide O[C@@H]1C[C@H](N(C1)C([C@H](C(C)(C)C)N1N=NC(=C1)C1=C(C=CC(=C1)N(C)C1=NC(=NC=C1)OC)C)=O)C(=O)NC